pimeloyl bromide C(CCCCCC(=O)Br)(=O)Br